3-fluoro-4-iodo-1-(1-(4-(5-methoxypyridin-3-yl)-1H-1,2,3-triazol-1-yl)ethyl)pyridin-2(1H)-one FC=1C(N(C=CC1I)C(C)N1N=NC(=C1)C=1C=NC=C(C1)OC)=O